FC=1C2=C(SC1)C=CC(=C2)CNC(=O)[C@@H]2NCCN(C2)C=2C=1C(N=CN2)=NN(C1)C1=CC=C(C=C1)C(F)(F)F (R)-N-((3-fluorobenzo[b]thiophen-5-yl)methyl)-4-(2-(4-(trifluoromethyl)phenyl)-2H-pyrazolo[3,4-d]pyrimidin-4-yl)piperazine-2-carboxamide